[AsH3].[As] arsenic arsine